IC1=CC=C(C=C1)CC(=O)C(CCC[C@@H](N)C(=O)O)N 6-(2-(4-iodophenyl)acetyl)-D-lysine